FC([C@H]1N(C[C@@H]([C@H]([C@@H]1O)O)O)CCC1=CC=CC=C1)F (2S,3R,4R,5S)-2-(difluoromethyl)-1-phenethylpiperidine-3,4,5-triol